5-bromo-3-ethylquinoline BrC1=C2C=C(C=NC2=CC=C1)CC